iso-Pentyl-4-(4-(2,2,2-trifluoroethyl)piperazin-1-yl)-1H-benzo[d]imidazole-1-carboxamide C(CC(C)C)C1=NC2=C(N1C(=O)N)C=CC=C2N2CCN(CC2)CC(F)(F)F